2-amino-1-(5-cyclopropyl-1,3-thiazol-4-yl)ethanone hydrochloride ethyl-5-(5-cyclopropyl-1,3-thiazol-4-yl)-1,3-oxazole-4-carboxylate C(C)OC(=O)C=1N=COC1C=1N=CSC1C1CC1.Cl.NCC(=O)C=1N=CSC1C1CC1